NC1=C2C(=NC=N1)N(N=C2C2=CC(=C(C=C2)NC(=O)NC2=CC(=C(C=C2)CN2CCN(CC2)C)C(F)(F)F)F)C2CCN(CC2)C 1-(4-(4-AMINO-1-(1-METHYLPIPERIDIN-4-YL)-1H-PYRAZOLO[3,4-D]PYRIMIDIN-3-YL)-2-FLUOROPHENYL)-3-(4-((4-METHYLPIPERAZIN-1-YL)METHYL)-3-(TRIFLUOROMETHYL)PHENYL)UREA